COC=1C=C(C=C(C1)OC)C=1C=C(C=2N(C1)C=C(N2)C2=CC=C(C=C2)OCCN2CCNCC2)C2=CC=C(C=C2)C(C)=O 1-(4-(6-(3,5-dimethoxyphenyl)-2-(4-(2-(piperazin-1-yl)ethoxy)phenyl)imidazo[1,2-a]pyridin-8-yl)phenyl)ethan-1-one